C(#N)C=1C=C(C=CC1)N1N=C(C=C1C(=O)NC1=C(C=CC(=C1)C(C1=CC=CC=C1)OCC1CC1)F)C(F)(F)F 1-(3-cyanophenyl)-N-(5-((cyclopropylmethoxy)(phenyl)methyl)-2-fluorophenyl)-3-(trifluoromethyl)-1H-pyrazole-5-carboxamide